N-((3-(4-Fluorophenyl)-1-(1-methyl-1H-1,2,3-triazol-4-yl)azetidin-3-yl)methyl)-2,5-bis(trifluoromethyl)pyrazolo[1,5-a]pyrimidin-7-amine FC1=CC=C(C=C1)C1(CN(C1)C=1N=NN(C1)C)CNC1=CC(=NC=2N1N=C(C2)C(F)(F)F)C(F)(F)F